N-[5-(5-methoxy-1H-benzimidazol-2-yl)-1H-pyrazol-3-yl]-6-morpholino-pyridine-3-carboxamide COC1=CC2=C(NC(=N2)C2=CC(=NN2)NC(=O)C=2C=NC(=CC2)N2CCOCC2)C=C1